(1R,5S,6r)-6-[4-(4-methoxyphenyl)-5,5-dimethyl-4,5-dihydro-1,2,4-oxadiazol-3-yl]-3-azabicyclo[3.1.0]hexane-3-carboxylic acid tert-butyl ester C(C)(C)(C)OC(=O)N1C[C@H]2C([C@H]2C1)C1=NOC(N1C1=CC=C(C=C1)OC)(C)C